Methyl 4-[1-[[4-[2-(4-trifluoromethoxyphenoxy)ethylamino]tetrahydropyran-4-carbonyl]amino]cyclopropyl]benzoate FC(OC1=CC=C(OCCNC2(CCOCC2)C(=O)NC2(CC2)C2=CC=C(C(=O)OC)C=C2)C=C1)(F)F